C(CCC)O[C@@H]1CC[C@H](CC1)NC(=O)C1=CN=C2N1C(N(C=C2C)C)=O N-[trans-4-butoxycyclohexyl]-6,8-dimethyl-5-oxo-5,6-dihydroimidazo[1,2-c]pyrimidine-3-carboxamide